BrC=1C(=C(OCCCC2CCN(CC2)[C@@H](C(=O)OCC)C)C=CC1)C (R)-ethyl 2-(4-(3-(3-bromo-2-methylphenoxy)propyl)piperidin-1-yl)propanoate